FC1=CC(=C(C=C1)NC)OC 4-fluoro-2-methoxy-N-methylbenzenamine